FC1=C(C=CC2=C1SC1=C2C=CC(=C1F)C(F)(F)F)C1=CCC(CC1)C1CCC(CC1)CCC 4,6-difluoro-3-[4-(4-propylcyclohexyl)cyclohex-1-enyl]-7-(trifluoromethyl)dibenzothiophene